3-[2-[3-(dimethylamino)-3-oxo-propyl]-6-methyl-3-oxo-pyridazine-4-carbonyl]-4-oxo-bicyclo[3.2.1]oct-2-en-2-ol sodium [Na].CN(C(CCN1N=C(C=C(C1=O)C(=O)C1=C(C2CCC(C1=O)C2)O)C)=O)C